2-fluoroacetyl chloride FCC(=O)Cl